2-methylcinnolin-2-ium-4-carboxylic Acid Methyl-Sulfate COS(=O)(=O)[O-].C[N+]1=NC2=CC=CC=C2C(=C1)C(=O)O